C(CCCCCCCC)OC(CCCCCC\C=C/CCO)OCCCCCCCCC (3Z)-11,11-dinonyloxy-3-undecen-1-ol